2-(fluoromethyl)-4-oxo-4H-pyrido[1,2-a]pyrimidine-8-carbonitrile FCC=1N=C2N(C(C1)=O)C=CC(=C2)C#N